Cl.NC1CCN(CC1)C1=NC(=C(C=2N1C=CN2)C=2C=CC(=C(C2)O)OC)C2=CC(=C(C=C2)C)F 5-(5-(4-aminopiperidin-1-yl)-7-(3-fluoro-4-methylphenyl)imidazolo[1,2-c]pyrimidin-8-yl)-2-methoxyphenol hydrochloride